5-bromo-2-(trifluorometh-yl)nicotinonitrile BrC=1C=NC(=C(C#N)C1)C(F)(F)F